C(C)(C)(C)OC(=O)NC(C(=O)O)C 2-(tert-butoxycarbonylamino)propionic acid